2-butyne-1,4-diol dipropionate C(CC)(=O)OCC#CCOC(CC)=O